N-(2-(4-((S)-4-cyclopropyl-3-methylpiperazine-1-yl)piperidine-1-yl)-5-((6-((S)-3-(2,3-dichlorobenzyl)-isoxazolidine-2-yl)pyrimidine-4-yl)amino)-4-methoxyphenyl)acrylamide C1(CC1)N1[C@H](CN(CC1)C1CCN(CC1)C1=C(C=C(C(=C1)OC)NC1=NC=NC(=C1)N1OCC[C@@H]1CC1=C(C(=CC=C1)Cl)Cl)NC(C=C)=O)C